C(=C)B1OB(OB(O1)C=C)C=C 2,4,6-trivinylboroxine